C(#C)C=1C(=CC=C2C=CC=C(C12)C1=C(C=C2C(=NC(=NC2=C1F)OCC12CCCN2CCC1)N1C[C@@H](NCC1)CC#N)F)F 2-((2S)-4-(7-(8-ethynyl-7-fluoronaphth-1-yl)-6,8-difluoro-2-((tetrahydro-1H-pyrrolizin-7a(5H)-yl)methoxy)quinazolin-4-yl)piperazin-2-yl)acetonitrile